2,4,6-triisocyano-toluene [N+](#[C-])C1=C(C)C(=CC(=C1)[N+]#[C-])[N+]#[C-]